Cl.Cl.FC=1C(=NC=CC1)[C@H](C)N (1S)-1-(3-fluoropyridin-2-yl)ethanamine dihydrochloride